ethyl 3-(5-{[2-(3-ethoxy-3-oxopropanoyl)-1,3-dioxo-2,3-dihydro-1H-inden-5-yl]sulfonyl}-1,3-dioxo-2,3-dihydro-1H-inden-2-yl)-3-oxopropanoate C(C)OC(CC(=O)C1C(C2=CC=C(C=C2C1=O)S(=O)(=O)C=1C=C2C(C(C(C2=CC1)=O)C(CC(=O)OCC)=O)=O)=O)=O